ethyl 2-((5-(thiazol-4-yl)pyridin-2-yl)methyl)oxazole-4-carboxylate S1C=NC(=C1)C=1C=CC(=NC1)CC=1OC=C(N1)C(=O)OCC